O=C(C=C(C)NCC(=O)OCC)C1=CC=CC=C1 ethyl (4-oxo-4-phenylbut-2-en-2-yl)glycinate